N1(C=CC=C1)C1=CC=C(CN(C2=CC(=NC=3N2N=CC3C3CC3)NCC3C(CN(CC3)C(=O)[O-])O)C(=O)OC(C)(C)C)C=C1 4-(((7-((4-(1H-pyrrol-1-yl)benzyl)(tert-butoxycarbonyl)amino)-3-cyclopropylpyrazolo[1,5-a]pyrimidin-5-yl)amino)methyl)-3-hydroxypiperidine-1-carboxylate